ethyl 2-(2-((5-chloro-7-(isobutylamino)benzofuran-3-yl)methoxy)-4-methoxyphenyl)acetate ClC=1C=C(C2=C(C(=CO2)COC2=C(C=CC(=C2)OC)CC(=O)OCC)C1)NCC(C)C